3-ethylthiazol-2(3H)-imine C(C)N1C(SC=C1)=N